ClC1=CC(=C2C(=N1)C(=NN2COCC[Si](C)(C)C)NC)C=C 5-chloro-N-methyl-1-((2-(trimethylsilyl)ethoxy)methyl)-7-vinyl-1H-pyrazolo[4,3-b]pyridin-3-amine